C(#N)C(C(=O)OCCOCC)=C ethoxyethyl α-cyanoacrylate